1,3-dimethyl-pentylamine hydrochloride Cl.CC(CC(CC)C)N